1-cyclohexenboronate C1(=CCCCC1)B([O-])[O-]